(3,5-dichloro-4-((4-ethylquinolin-6-yl)oxy)phenyl)-3,5-dioxo-2,3,4,5-tetrahydro-1,2,4-triazine-6-carbonitrile ClC=1C=C(C=C(C1OC=1C=C2C(=CC=NC2=CC1)CC)Cl)N1N=C(C(NC1=O)=O)C#N